C(C)(C)(C)O[C@H](C(=O)OCC)C1=C(C2=C(N=C(S2)C2=CC=C3C(=N2)C(=CN3C)C3CCN(CC3)C3COC3)C=C1C)C1=CC=C(C=C1)Cl ethyl (S)-2-(tert-butoxy)-2-(7-(4-chlorophenyl)-5-methyl-2-(1-methyl-3-(1-(oxetan-3-yl)piperidin-4-yl)-1H-pyrrolo[3,2-b]pyridin-5-yl)benzo[d]thiazol-6-yl)acetate